N-(4-{1-[(6-methylpyridin-3-yl)carbonyl]piperidin-4-yl}butyl)-1H-pyrrolo[3,2-c]pyridine-2-carboxamide CC1=CC=C(C=N1)C(=O)N1CCC(CC1)CCCCNC(=O)C1=CC=2C=NC=CC2N1